4-amino-3-(4-phenoxyphenyl)-1-(1,4-dioxaspiro[4.5]decan-8-yl)-1,3-dihydro-2H-imidazo[4,5-c]pyridin-2-one NC1=NC=CC2=C1N(C(N2C2CCC1(OCCO1)CC2)=O)C2=CC=C(C=C2)OC2=CC=CC=C2